ClC1=NC(=CC(=C1)C1=C(C=NN1C)C(=O)NNC(NC)=S)Cl 2-(5-(2,6-Dichloropyridin-4-yl)-1-methyl-1H-pyrazole-4-carbonyl)-N-methylhydrazine-1-thiocarboxamide